7-chloro-4-(morpholinomethyl)quinolin-2-ol methyl-5,6-dimethyl-4-indancarboxylate CC1CCC=2C(=C(C(=CC12)C)C)C(=O)OC1=NC2=CC(=CC=C2C(=C1)CN1CCOCC1)Cl